OC1CCNC1 4-hydroxypyrrolidin